(2R)-3-[[4-(2-hydroxy-4-methyl-phenyl)phthalazin-1-yl]amino]propane-1,2-diol OC1=C(C=CC(=C1)C)C1=NN=C(C2=CC=CC=C12)NC[C@H](CO)O